C1(CC1)C1=NN(C=N1)C1CC2(CN(C2)C(=O)N2CC(C2)OC2=NC(=NC=C2)C(F)(F)F)C1 [6-(3-cyclopropyl-1,2,4-triazol-1-yl)-2-azaspiro[3.3]heptan-2-yl]-[3-[2-(trifluoromethyl)pyrimidin-4-yl]oxyazetidin-1-yl]methanone